N-tert-Butoxycarbonyl-2-(4-nitro-benzoyl)-pyrrolidine C(C)(C)(C)OC(=O)N1C(CCC1)C(C1=CC=C(C=C1)[N+](=O)[O-])=O